C1(=CC=CC=C1)C1(C(C=CC(=C1O)N1N=C2C(=N1)C=CC=C2)O)CC 2-phenyl-4-(2H-benzotriazol-2-yl)-2-ethyl-1,3-benzenediol